CN(C1=CC=C(C=C1)NC1=NC2=CC=NC=C2C=2C1=C1N(N2)C=CN=C1)C N1,N1-dimethyl-N4-(pyrazino[1',2':1,5]pyrazolo[4,3-c][1,6]naphthyridin-6-yl)benzene-1,4-diamine